C(=O)(O)C(N1C(C2=CC=CC=C2C(C1C1=CC=C(C=C1)Cl)C(=O)O)=O)C1=CC=C(C=C1)Cl 2-[carboxy-(4-chloro-phenyl)-methyl]-3-(4-chloro-phenyl)-1-oxo-1,2,3,4-tetrahydro-isoquinoline-4-carboxylic acid